CC1=C(C=CC=C1)C1=C(C=CC(=N1)NS(=O)(=O)C1=CC=CC(=N1)N1C[C@@H](CCC1)C(=O)O)C(F)(F)F (3R)-1-(6-{[6-(2-methylphenyl)-5-(trifluoromethyl)pyridin-2-yl]Sulfamoyl}pyridin-2-yl)piperidine-3-carboxylic acid